tetra-hydrocurcumin COC1CC(CC=C1O)\C=C\C(=O)CC(=O)\C=C\C1=CC=C(O)C(OC)=C1